N1-((3-((5r,8r)-3,3-dimethyl-1-oxaspiro[4.5]decan-8-yl)-5,5-difluoro-5,6-dihydro-4H-pyrrolo[1,2-b]pyrazol-2-yl)-methyl)-N1-methylethane-1,2-diamine CC1(COC2(C1)CCC(CC2)C2=C1N(N=C2CN(CCN)C)CC(C1)(F)F)C